Cl.Cl.Cl.NC1=NC=C(C(=N1)N)CN1CCC2=CC(=CC=C12)C=1C=CC(=C(C(=O)O)C1)O 5-(1-((2,4-diaminopyrimidin-5-yl)methyl)indolin-5-yl)-2-hydroxybenzoic acid trihydrochloride